1-(3,3-dimethoxy-1-phenylpropyl)-1H-pyrazole COC(CC(C1=CC=CC=C1)N1N=CC=C1)OC